tricycloHexyl-phosphine tetrafluoroborate F[B-](F)(F)F.C1(CCCCC1)P(C1CCCCC1)C1CCCCC1